FC1=C(C=CC=C1F)[C@@H]1CN(CC12CCC2)C(=O)C2=CN=CC(N2)=O (R)-6-(8-(2,3-difluorophenyl)-6-azaspiro[3.4]octane-6-carbonyl)pyrazin-2(1H)-one